normal heptyl acrylate C(C=C)(=O)OCCCCCCC